(1R,2'S)-7-chloro-2'-methyl-1'-[[1-(2-methylsulfonylethyl)pyrazol-4-yl]methyl]spiro[isochromane-1,4'-piperidine] ClC1=CC=C2CCO[C@]3(C[C@@H](N(CC3)CC=3C=NN(C3)CCS(=O)(=O)C)C)C2=C1